4-hydroxy-3-(5-(1-((2-(trimethylsilyl)ethoxy)methyl)-1H-tetrazol-5-yl)pyridin-3-yl)phenyl benzylcarbamate C(C1=CC=CC=C1)NC(OC1=CC(=C(C=C1)O)C=1C=NC=C(C1)C1=NN=NN1COCC[Si](C)(C)C)=O